(1-{4-[(6S)-6-(2-methoxy-2-oxoethyl)-2,3,9-trimethyl-6H-thieno[3,2-f][1,2,4]triazolo[4,3-a][1,4]diazepin-4-yl] phenyl} piperidin-4-yl) acetate C(C)(=O)OC1CCN(CC1)C1=CC=C(C=C1)C1=N[C@H](C=2N(C3=C1C(=C(S3)C)C)C(=NN2)C)CC(=O)OC